(S)-N-(1-(1-methyl-1H-imidazol-2-yl)ethyl)-5-(4-(trifluoromethyl)phenyl)-2-naphthamide CN1C(=NC=C1)[C@H](C)NC(=O)C1=CC2=CC=CC(=C2C=C1)C1=CC=C(C=C1)C(F)(F)F